FC1=CC=C(C=2COC(OCC21)C=2N=C(SC2)C2CCN(CC2)C(CN2N=C(C=C2C(F)F)C(F)F)=O)OS(=O)(=O)C 4-[4-(6-fluoro-9-methylsulfonyloxy-1,5-dihydro-3H-2,4-benzodioxepin-3-yl)-2-thiazolyl]-1-[2-[3,5-bis(difluoromethyl)-1H-pyrazol-1-yl]acetyl]piperidine